3-((3-cyano-4-((4-(trifluoromethyl)phenyl)amino)phenyl)sulfonyl)propanoic acid methyl ester COC(CCS(=O)(=O)C1=CC(=C(C=C1)NC1=CC=C(C=C1)C(F)(F)F)C#N)=O